(S)-2,5-bis(((benzyloxy)carbonyl)amino)pentanoic acid C(C1=CC=CC=C1)OC(=O)N[C@H](C(=O)O)CCCNC(=O)OCC1=CC=CC=C1